ClC1=C(C=2N=C(N=C(C2C=N1)N1CCNC2(COC2)C1)OC[C@]12CCCN2C[C@@H](C1)F)F 8-(7-chloro-8-fluoro-2-(((2R,7aS)-2-fluorotetrahydro-1H-pyrrolizin-7a(5H)-yl)methoxy)pyrido[4,3-d]pyrimidin-4-yl)-2-oxa-5,8-diazaspiro[3.5]nonane